BrC1=CC=C(C=N1)B(O)O (6-bromo-3-pyridyl)boronic acid